OC(C=CC1=CC(=C(OC(C(=O)O)(C)C)C(=C1)C)C)C1=CC=C(C=C1)SC 2-(4-(3-hydroxy-3-(4-(methylthio)phenyl)prop-1-en-1-yl)-2,6-dimethylphenoxy)-2-methylpropanoic acid